N-(3-fluoro-4-methoxybenzyl)-2,6-diisobutoxy-3-nitrobenzamide FC=1C=C(CNC(C2=C(C(=CC=C2OCC(C)C)[N+](=O)[O-])OCC(C)C)=O)C=CC1OC